C(C)(C)P([C-]1C=CC=C1)C(C)C.[C-]1(C=CC=C1)P(C(C)C)C(C)C.[Fe+2].[Rh+] rhodium (I) 1,1'-bis(diisopropylphosphino)ferrocene